C1OCC12CN(C2)CCOC=2C=C1C=CN=C(C1=CC2)NC=2C=NC(=CC2)Cl 6-(2-(2-oxa-6-azaspiro[3.3]heptan-6-yl)ethoxy)-N-(6-chloropyridin-3-yl)isoquinolin-1-amine